COC(C(C(C)N[S@@](=O)C(C)(C)C)C(C)C)=O 2-isopropyl-3-((S)-2-methyl-propane-2-sulfinylamino)-butanoic acid methyl ester